tert-butyl 3-(2-methoxy-4-(trifluoromethyl)styryl)azetidine-1-carboxylate COC1=C(C=CC2CN(C2)C(=O)OC(C)(C)C)C=CC(=C1)C(F)(F)F